2-(5-(3-bromophenyl)spiro[2.3]hexan-5-yl)acetonitrile BrC=1C=C(C=CC1)C1(CC2(CC2)C1)CC#N